FC1=CC=C(C=N1)C1=NC(=C2C(=N1)N(N=C2)C2CN(CC2)C(C(C)(C)C)=O)NC(=O)C=2SC(=CC2)[N+](=O)[O-] N-(6-(6-fluoropyridin-3-yl)-1-(1-trimethylacetylpyrrolidin-3-yl)-1H-pyrazolo[3,4-d]pyrimidin-4-yl)-5-nitrothiophene-2-carboxamide